2-(2-ethoxy-3-fluoro-5-isopropylphenyl)-2-((R)-3-((5-(5,6,7,8-tetrahydro-1,8-naphthyridin-2-yl)pentyl)oxy)pyrrolidin-1-yl)acetic acid C(C)OC1=C(C=C(C=C1F)C(C)C)C(C(=O)O)N1C[C@@H](CC1)OCCCCCC1=NC=2NCCCC2C=C1